CN(C(CCCCCCCCC[C@@H]1[C@@H](C1)CCCCCCCC)CCCCCCCCC)C N,N-dimethyl-1-((1S,2R)-2-octylcyclopropyl)nonadecan-10-amine